BrCCCC(CC(CC(CC(CC(CC(CC(CCCOCOCOCCCC(CC(CC(CC(CC(CC(CC(CCCBr)C)C)C)C)C)C)C)C)C)C)C)C)C)C 19-bromo-4,6,8,10,12,14,16-heptamethyl-nonadecyl-oxymethylether